4-(difluoromethoxy)-3-methoxy-benzaldehyde FC(OC1=C(C=C(C=O)C=C1)OC)F